2-O-Levulinyl-3,4-di-O-(2-naphthylmethyl)-α-L-rhamnopyranose C(CCC(=O)C)(=O)O[C@H]1[C@H](O)O[C@H]([C@@H]([C@H]1OCC1=CC2=CC=CC=C2C=C1)OCC1=CC2=CC=CC=C2C=C1)C